(S)-2,6-di-tert-butoxycarbonyl-aminocaproyl-L-tyrosine ruthenium(II) perchlorate Cl(=O)(=O)(=O)[O-].[Ru+2].C(C)(C)(C)OC(=O)C1=C(C[C@H](NC(CCCCCN)=O)C(=O)O)C(=CC(=C1)O)C(=O)OC(C)(C)C.Cl(=O)(=O)(=O)[O-]